O=C1NC(CCC1N1C(C2=CC=CC(=C2C1)OCCC1CCN(CC1)C1CCN(CC1)C(=O)OC(C)(C)C)=O)=O tert-Butyl 4-[4-[2-[2-(2,6-dioxo-3-piperidyl)-1-oxo-isoindolin-4-yl]oxyethyl]-1-piperidyl]piperidine-1-carboxylate